C(C)(C)(C)N1N=C(N=C1)C(=O)NCC1=C(C=C(C=C1)C1=C(C=NC=C1)N1CC(CCC1)N(C(C=C)=O)C)C 1-(tert-butyl)-N-(2-methyl-4-(3-(3-(N-methylacrylamido)-piperidin-1-yl)pyridin-4-yl)benzyl)-1H-1,2,4-triazole-3-carboxamide